(fluoromethylene)-3,4-dimethoxy-benzeneethanamine FC=C(CC1=CC(=C(C=C1)OC)OC)N